F[P-](F)(F)(F)(F)F.CON1C(=[N+](C=C1)OC)C 1,3-dimethoxy-2-methylimidazolium hexafluorophosphate